tert-butyl (4-chloro-3-(1H-indol-2-yl)phenethyl)carbamate ClC1=C(C=C(CCNC(OC(C)(C)C)=O)C=C1)C=1NC2=CC=CC=C2C1